9-Hydroxy-fluorene OC1C2=CC=CC=C2C=2C=CC=CC12